Cl.FC1=C(C=CC(=C1F)OC)C1=CN=C2N1C=CN=C2NC2=CC(=C(C=C2)S(=O)(=O)N2CCNCC2)CC 3-(2,3-difluoro-4-methoxyphenyl)-N-(3-ethyl-4-(piperazin-1-ylsulfonyl)phenyl)imidazo[1,2-a]pyrazin-8-amine hydrochloride